ClC1=C(C(=CC(=C1C)C)Cl)O 2,6-dichloro-3,4-xylenol